1,3-phenylenedi(((R)-3-methylpiperazin-1-yl)methanone) C1(=CC(=CC=C1)C(=O)N1C[C@H](NCC1)C)C(=O)N1C[C@H](NCC1)C